FC1(CNCCC1N1CC(N(CC1)C1C(NC(CC1)=O)=O)=O)F 3-[4-(3,3-difluoro-4-piperidyl)-2-oxo-piperazin-1-yl]piperidine-2,6-dione